C(C)(C)(C)OC(\C=C\1/CC(CC1)C(=O)OC)=O methyl (Z)-3-(2-(tert-butoxy)-2-oxoethylidene)cyclopentane-1-carboxylate